1-(2-chloro-5-oxido-10H-phenothiazin-10-yl)ethan-1-one ClC1=CC=2N(C3=CC=CC=C3S(C2C=C1)=O)C(C)=O